C1(C(CCCC1)C(=O)[O-])C(=O)[O-].[Ca+2] calcium cyclohexane-1,2-dicarboxylate salt